COCCOCCO 2-(2-methoxy-ethoxy)ethanol